diphenyl-(4-tert-butylphenyl)sulfonium n-octanesulfonate C(CCCCCCC)S(=O)(=O)[O-].C1(=CC=CC=C1)[S+](C1=CC=C(C=C1)C(C)(C)C)C1=CC=CC=C1